C[C@H](C(=O)N1C(CCCC1)C=1NC(=CN1)C1=CC=C(C=C1)C)CC (2S)-2-methyl-1-(2-(5-(p-tolyl)-1H-imidazol-2-yl)piperidin-1-yl)butan-1-one